phenyl (5-(1-methylcyclobutyl)isoxazol-3-yl)carbamate CC1(CCC1)C1=CC(=NO1)NC(OC1=CC=CC=C1)=O